ClC(COP(OCC(C)Cl)(OCC(C)Cl)=O)C tri(2-chloropropyl)phosphoric acid